FC1=CC=C(C=C1)C1(CCC1)C(=O)O 1-(4-fluorophenyl)cyclobutanecarboxylic acid